O=C1C=CC=CN1C1CCOCC1 oxo-1-(tetrahydro-2H-pyran-4-yl)-1,6-dihydropyridine